The molecule is a monomethoxyflavone that is galangin in which the hydroxy group at position 3 has been replaced by a methoxy group. It has a role as a plant metabolite. It is a dihydroxyflavone and a monomethoxyflavone. It derives from a galangin. COC1=C(OC2=CC(=CC(=C2C1=O)O)O)C3=CC=CC=C3